BrC1=CC=CC2=C1OC1=C2C=CC=C1C(C)(C)C 4-bromo-6-(tert-butyl)dibenzo[b,d]furan